3-[4-[[2-[2-[tert-butoxycarbonyl(2,2,2-trifluoroethyl)amino]-4-pyridyl]oxazole-4-carbonyl]amino]-3-carbamoyl-pyrazol-1-yl]benzoic acid C(C)(C)(C)OC(=O)N(C1=NC=CC(=C1)C=1OC=C(N1)C(=O)NC=1C(=NN(C1)C=1C=C(C(=O)O)C=CC1)C(N)=O)CC(F)(F)F